COC(=O)[C@H]1N[C@@H](CC1)CCOCC(=O)OC (2s,5s)-5-(2-(2-methoxy-2-oxoethoxy)ethyl)pyrrolidine-2-carboxylic acid methyl ester